FC1=CC=C(C=C1)C1=NN2C(OC[C@@H](C2)C)=C1C1=C2C(=NC=C1)NN=C2 |r| (RS)-2-(4-Fluorophenyl)-6-methyl-3-(1H-pyrazolo[3,4-b]pyridin-4-yl)-6,7-dihydro-5H-pyrazolo[5,1-b][1,3]oxazine